tert-butyl N-{6-[(2S)-2-[(tert-butoxycarbonyl)amino]pent-4-yn-1-yl]-7-methylthieno[3,2-c]pyridazin-4-yl}-N-(thiophen-2-ylmethyl)carbamate C(C)(C)(C)OC(=O)N[C@H](CC1=C(C=2N=NC=C(C2S1)N(C(OC(C)(C)C)=O)CC=1SC=CC1)C)CC#C